CC=1C2=C(NC(C1C(\C=C\C1=CC=C(C=C1)N1CCN(CC1)C)=O)=O)SC=C2 (E)-4-methyl-5-(3-(4-(4-methylpiperazin-1-yl)phenyl)acryloyl)thieno[2,3-b]pyridin-6(7H)-one